4-Bromo-3-(4-methoxybenzyl)-1,6-dimethyl-1,3-dihydro-2H-benzimidazol-2-one BrC1=CC(=CC=2N(C(N(C21)CC2=CC=C(C=C2)OC)=O)C)C